3-[3-Methyl-2-oxo-5-(pyrrolidin-3-yl)-1,3-benzodiazol-1-yl]piperidine-2,6-dione trifluoroacetate FC(C(=O)O)(F)F.CN1C(N(C2=C1C=C(C=C2)C2CNCC2)C2C(NC(CC2)=O)=O)=O